FC=1C=C(C=CC1)C=1C(=NN(C1C(=O)O)C=1SC(=C(N1)C1=CC=C(C=C1)OC)SC(C)C)C 4-(3-fluorophenyl)-1-(5-(isopropylthio)-4-(4-methoxyphenyl)thiazol-2-yl)-3-methyl-1H-pyrazole-5-carboxylic acid